CCCCCCCCCCCCCC(=O)[C@H](CO)[NH3+] The molecule is a cationic sphingoid that is the conjugate acid of 3-dehydrohexadecasphinganine, obtained by protonation of the primary amino function; major species at pH 7.3. It is a conjugate acid of a 3-dehydrohexadecasphinganine.